2-(3-(difluoromethoxy)benzyl)-6-((1-methyl-1H-pyrazol-3-yl)sulfonyl)phthalazin-1(2H)-one FC(OC=1C=C(CN2C(C3=CC=C(C=C3C=N2)S(=O)(=O)C2=NN(C=C2)C)=O)C=CC1)F